5-(2-chlorophenoxy)-3-((4-ethoxybenzyl)amino)-4H-benzo[e][1,2,4]thiadiazine 1,1-dioxide ClC1=C(OC2=CC=CC3=C2NC(=NS3(=O)=O)NCC3=CC=C(C=C3)OCC)C=CC=C1